ClC1=NC2=C(C=CC=C2C=N1)C=1C=C(C=CC1)NC(C(F)(F)F)=O N-(3-(2-chloroquinazolin-8-yl)phenyl)-2,2,2-trifluoroacetamide